DIETHYLENETRIAMINEPENTAaCETATE C(CN(CC(=O)[O-])CC(=O)[O-])N(CCN(CC(=O)[O-])CC(=O)[O-])CC(=O)[O-]